B(C1=CCCCC1)(O)OC2CCC(CC2)CCC TRANS-(4-PROPYLCYCLOHEXYL)CYCLOHEX-1-ENYLBORONIC ACID